NC1=NC(=CC(=C1)C=1N=NN(C1)CC1=CC=CC(=N1)[C@@H](C)N1CCC(CC1)C(=O)O)C1=CC(=CC=C1)C#N 1-[(R)-1-[6-({4-[2-Amino-6-(m-cyanophenyl)-4-pyridyl]-1H-1,2,3-triazol-1-yl}methyl)-2-pyridyl]ethyl]-4-piperidinecarboxylic acid